ClC=1C=C(C=C(C1O)Cl)N1N=C(C(NC1=O)=O)NC(=O)OC(C)(C)C tert-butyl 2-(3,5-dichloro-4-hydroxyphenyl)-3,5-dioxo-2,3,4,5-tetrahydro-1,2,4-triazine-6-carbamate